2-(3-((2-((1-(2-(dimethylamino)ethyl)-1H-pyrazol-4-yl)amino)-5-methylthieno[2,3-d]pyrimidine-4-yl)amino)phenyl)propan-2-ol CN(CCN1N=CC(=C1)NC=1N=C(C2=C(N1)SC=C2C)NC=2C=C(C=CC2)C(C)(C)O)C